F[C@H]1[C@H](C1)C(=O)NC=1N=CC2=CC(=C3C(=C2C1)SC=N3)C=3C=NC(=CC3C)C(CC)O (1R,2R)-2-fluoro-N-(4-(6-(1-hydroxypropyl)-4-methylpyridin-3-yl)thiazolo[5,4-f]isoquinolin-8-yl)cyclopropan-1-carboxamide